COC=1C=CC(=C2C(=CNC12)C)CNC1=CN=C2C(=N1)N=C(C=C2)NCC2OC1CCC2CC1 N3-[(7-methoxy-3-methyl-1H-indol-4-yl)methyl]-N6-({2-oxabicyclo[2.2.2]octan-3-yl}methyl)pyrido[2,3-b]pyrazine-3,6-diamine